1-(4-(2-bromoethoxy)phenyl)-5-(3,4-dimethoxyphenyl)-1,4-pentadien-3-one BrCCOC1=CC=C(C=C1)C=CC(C=CC1=CC(=C(C=C1)OC)OC)=O